6-(2-aminopropyl)-5-methoxy-2-methyl-2,3-dihydrobenzofuran NC(CC1=CC2=C(CC(O2)C)C=C1OC)C